3-(2-(tert-butoxycarbonyl)-1-methyl-1,2,3,4-tetrahydroisoquinolin-6-yl)propanoic acid C(C)(C)(C)OC(=O)N1C(C2=CC=C(C=C2CC1)CCC(=O)O)C